3-methylthio-N-(4-methoxyphenyl)propionamide CSCCC(=O)NC1=CC=C(C=C1)OC